1-Nonyl-4-Methylpiperidinium acetat C(C)(=O)[O-].C(CCCCCCCC)[NH+]1CCC(CC1)C